FC(CCS(=O)(=O)NC1=C(C=C(C=C1)C1=NC=2C=NC(=NC2N(C1=O)C(C)C)N[C@@H]1CNC[C@@H](C1)CF)F)(F)F 3,3,3-Trifluoro-N-[2-fluoro-4-[2-[[(3S,5R)-5-(fluoromethyl)-3-piperidyl]amino]-8-isopropyl-7-oxo-pteridin-6-yl]phenyl]propane-1-sulfonamide